CN1CCC(CC1)N1N=CC(=C1)OC=1C(=NC=C(N1)B1OC(C(O1)(C)C)(C)C)N 3-((1-(1-methylpiperidin-4-yl)-1H-pyrazol-4-yl)oxy)-5-(4,4,5,5-tetramethyl-1,3,2-dioxaborolan-2-yl)pyrazin-2-amine